N-(4-methoxy-7-morpholino-1H-benzimidazol-2-yl)benzamide COC1=CC=C(C=2NC(=NC21)NC(C2=CC=CC=C2)=O)N2CCOCC2